N=1C=CN2C1C=CC(=C2)C(=O)N imidazo[1,2-A]pyridine-6-carboxamide